N-(4-(1-((2-fluoro-4-(pyridin-3-yl)phenyl)amino)-2-methylpropan-2-yl)thiazol-2-yl)cyclopropanesulfonamide FC1=C(C=CC(=C1)C=1C=NC=CC1)NCC(C)(C)C=1N=C(SC1)NS(=O)(=O)C1CC1